C(C)(C)(C)OC(=O)N1[C@H]([C@H](CCC1)C(N(C1CCN(CC1)C)C)=O)C(=O)O (2R,3S)-1-tert-butoxycarbonyl-3-[methyl-(1-methyl-4-piperidyl)carbamoyl]piperidine-2-carboxylic acid